hydroxyethyl methacrylate (methacrylate) C(C(=C)C)(=O)O.C(C(=C)C)(=O)OCCO